NC1CCN(CC1)C=1C(=CN=C2C=CC(=NC12)C1=CC(=CC=2NC(NC21)=O)F)C2=CC(=CC(=C2)C)F 4-[8-(4-Aminopiperidin-1-yl)-7-(3-fluoro-5-methylphenyl)-1,5-naphthyridin-2-yl]-6-fluoro-2,3-dihydro-1H-1,3-benzodiazol-2-one